(trans)-4-[3-[(2S)-1-(3-fluoro-4-methylphenyl)propan-2-yl]-8-(methoxycarbonyl)-3H,6H,7H,8H,9H-imidazo[4,5-h]isoquinolin-2-yl]cyclohexane-1-carboxylic acid FC=1C=C(C=CC1C)C[C@H](C)N1C(=NC2=C1C=CC=1CCN(CC21)C(=O)OC)[C@@H]2CC[C@H](CC2)C(=O)O